CC1=CC=C(C=C1)S(=O)(=O)NC/C=C/C(=O)OC Methyl (E)-4-((4-methylphenyl)sulfonamido)but-2-enoate